FC1(CCC(CC1)NCCCC[C@@H](C)OC1=NC(=CC=C1S[C@@H]1[C@H](CCC1)C(=O)OC)C)F |o1:22,23| Methyl (1R*,2S*)-2-((2-(((R)-6-((4,4-difluorocyclohexyl)amino)hexan-2-yl)oxy)-6-methylpyridin-3-yl)thio)cyclopentane-1-carboxylate